FC1=C(C=C(C=C1)F)C1=CC(=C2C=NC(=NN21)N[C@H]2[C@@H](CN(CC2)S(=O)(=O)C)O)F (3R,4R)-4-((7-(2,5-difluorophenyl)-5-fluoropyrrolo[2,1-f][1,2,4]triazin-2-yl)amino)-1-(methylsulfonyl)piperidin-3-ol